FC1=CC=C(C=C1)C(N1C[C@@H](N(C[C@H]1C)C=1C2=C(N=C(N1)NN)SC=N2)C)C2=CC=C(C=C2)F 7-((2S,5R)-4-(bis(4-fluorophenyl)methyl)-2,5-dimethylpiperazin-1-yl)-5-hydrazineylthiazolo[5,4-d]pyrimidine